FC=1C=C(C=CC1NC1=NC=C(C(=N1)OC1C(COCC1)(C)O)C(F)(F)F)S(=O)(=O)NC([2H])([2H])[2H] 3-fluoro-4-((4-((3-hydroxy-3-methyltetrahydro-2H-pyran-4-yl)oxy)-5-(trifluoromethyl)pyrimidin-2-yl)amino)-N-(methyl-d3)benzenesulfonamide